(Z)-3-Fluoro-4-(6-isopropylpyridin-3-ylsulfonyl)but-2-en-1-amin F\C(=C/CN)\CS(=O)(=O)C=1C=NC(=CC1)C(C)C